NC1=NC=2C(=CC=CC2C=2N1C=C(N2)CN2CC1=CC(=CC=C1CC2)CC(=O)NC2=NC=CC=C2)F 2-(2-((5-amino-7-fluoroimidazo[1,2-c]quinazolin-2-yl)methyl)-1,2,3,4-tetrahydroisoquinolin-7-yl)-N-(pyridin-2-yl)acetamide